C(C)(C)(C)C=1C=CC=2N(C3=CC=C(C=C3C2C1)C(C)(C)C)C1=C(C#N)C=CC(=C1C#N)N1C2=CC=C(C=C2C=2C=C(C=CC12)C(C)(C)C)C(C)(C)C 2,4-bis(3,6-di-tert-butyl-9H-carbazol-9-yl)isophthalonitrile